N-(6-(4-(methylsulfonyl)piperazin-1-yl)pyridin-3-yl)-4-(6-(pyridin-4-yl)imidazo[1,2-a]Pyridin-3-yl)pyrimidin-2-amine CS(=O)(=O)N1CCN(CC1)C1=CC=C(C=N1)NC1=NC=CC(=N1)C1=CN=C2N1C=C(C=C2)C2=CC=NC=C2